BrC=1C(=C(C=CC1)NC(=O)C1=NC=C(C(=O)OC)C=C1)Cl methyl 6-((3-bromo-2-chlorophenyl)carbamoyl)nicotinate